6-methyl-4-[(1-methylcyclopropyl)amino]-N-[(1-methylcyclopropyl)methyl]furo[2,3-d]pyrimidine-5-carboxamide CC1=C(C2=C(N=CN=C2NC2(CC2)C)O1)C(=O)NCC1(CC1)C